ethyl-5-(1-methyl-1H-pyrazol-4-yl)pyridin-2-amine C(C)C=1C(=NC=C(C1)C=1C=NN(C1)C)N